ClC1=C2C(=C(N=N1)C)N(C(C=C2)=O)C 5-chloro-1,8-dimethyl-pyrido[2,3-d]pyridazine-2-one